(S)-3-(1-(3-((2-(3,5-dimethylisoxazol-4-yl)-5-fluoropyrimidin-4-yl)oxy)azetidine-1-carbonyl)-4,5-dihydro-1H-pyrazol-5-yl)-5-fluorobenzonitrile CC1=NOC(=C1C1=NC=C(C(=N1)OC1CN(C1)C(=O)N1N=CC[C@H]1C=1C=C(C#N)C=C(C1)F)F)C